N1C(NCC2=CC=CC=C12)=O 3,4-dihydro-quinazolin-2-one